3-bromo-2-(6-methylpyridin-2-yl)-1H-pyrrolo[2,3-b]Pyridine BrC1=C(NC2=NC=CC=C21)C2=NC(=CC=C2)C